4-(1-(1-propenoylpyrrolidin-3-yl)-5-aminoimidazo[1,5-c]pyrimidin-3-yl)-N-(4-cyclopropylpyridin-2-yl)-2-fluorobenzamide C(C=C)(=O)N1CC(CC1)C=1N=C(N2C(=NC=CC21)N)C2=CC(=C(C(=O)NC1=NC=CC(=C1)C1CC1)C=C2)F